C(C1=CC=CC=C1)(=O)N1CC2(C1)CCN(CC2)C2=CC=C(C=N2)C=2C=1N(C=C(C2)C=2C=NN(C2)C)N=CC1C#N 4-(6-(2-benzoyl-2,7-diazaspiro[3.5]nonan-7-yl)pyridin-3-yl)-6-(1-methyl-1H-pyrazol-4-yl)pyrazolo[1,5-a]pyridine-3-carbonitrile